(6-chloro-5-(1-fluorocyclopropyl)-1-(tetrahydro-2H-pyran-2-yl)-1H-indazol-4-yl)boronic acid ClC1=C(C(=C2C=NN(C2=C1)C1OCCCC1)B(O)O)C1(CC1)F